2-[5-(difluoromethyl)-1-methyl-pyrazol-4-yl]-N-[2-methyl-5-[[2-[(2S)-2-methylpyrrolidin-1-yl]acetyl]amino]-3-pyridyl]-1H-pyrrolo[2,3-b]pyridine-5-carboxamide FC(C1=C(C=NN1C)C1=CC=2C(=NC=C(C2)C(=O)NC=2C(=NC=C(C2)NC(CN2[C@H](CCC2)C)=O)C)N1)F